4-AcetoxyIndole C(C)(=O)OC1=C2C=CNC2=CC=C1